C(C)(C)OC(CNC(=O)C1=NC(=CN=C1O)C1=CC=C(C=C1)C(C)C)=O (3-hydroxy-6-(4-isopropylphenyl)pyrazine-2-carbonyl)glycine isopropyl ester